FC1=C(C(=O)N2CC3COCC(C2)C3N3CC(C3)(N3N=CC(=C3)C=3C2=C(N=CN3)NC=C2)CC#N)C=CN=C1C(F)(F)F {1-{7-[3-Fluoro-2-(trifluoromethyl)isonicotinoyl]-3-oxa-7-azabicyclo[3.3.1]non-9-yl}-3-[4-(7H-pyrrolo[2,3-d]pyrimidin-4-yl)-1H-pyrazol-1-yl]azetidin-3-yl}acetonitrile